C[N+]1(CCN(CC1)C(=O)O[C@H]1/C=C/[C@@H]([C@H](OC(C[C@H](CC[C@]1(C)O)O)=O)\C(\C)=C\C=C\[C@H](C)C1=NC=CC=C1)C)[O-] [(2S,3S,4E,6S,7S,10S)-7,10-dihydroxy-3,7-dimethyl-12-oxo-2-[(2E,4E,6S)-6-pyridin-2-ylhepta-2,4-dien-2-yl]-1-oxacyclododec-4-en-6-yl] 4-methyl-4-oxidopiperazin-4-ium-1-carboxylate